2,3-diacetoxy-1-vinyloxypropane C(C)(=O)OC(COC=C)COC(C)=O